1,5-di-tert-butyl 3-methyl 6-methyl-1H,4H,5H,6H,7H-pyrazolo[4,3-c]pyridine-1,3,5-tricarboxylate CC1CC2=C(CN1C(=O)OC(C)(C)C)C(=NN2C(=O)OC(C)(C)C)C(=O)OC